CC1(CC1)OC=1C=C2C(=CN1)N(N=C2C2=CC(=NC=N2)N2CCC(CC2)CN2CCN(CC2)C(=O)OC(C)(C)C)C(C2=CC=CC=C2)(C2=CC=CC=C2)C2=CC=CC=C2 tert-butyl 4-((1-(6-(5-(1-methylcyclopropoxy)-1-trityl-1H-pyrazolo[3,4-c]pyridin-3-yl)pyrimidin-4-yl)piperidin-4-yl)methyl)piperazine-1-carboxylate